C(C1CO1)OC(C1=CC=C(C(=O)OCC2CO2)C=C1)=O DIGLYCIDYLTEREPHTHALATE